(RS)-5-((tert-Butyldiphenylsilyl)oxy)-3-methylpentan-1-ol [Si](C1=CC=CC=C1)(C1=CC=CC=C1)(C(C)(C)C)OCC[C@@H](CCO)C |r|